COC1=CC=C(C=C1)S(=O)(=O)C=1C=C2C=NN(C(C2=CC1)=O)CC1=NN(C=C1)C 6-((4-methoxyphenyl)sulfonyl)-2-((1-methyl-1H-pyrazol-3-yl)methyl)phthalazin-1(2H)-one